4-[(3-chlorophenoxy)methyl]1,3-dihydroimidazole-2-thione ClC=1C=C(OCC=2NC(NC2)=S)C=CC1